amino-5-((2-(6-(hydroxymethyl)pyridin-2-yl)ethyl)amino)-2,3-dimethylpyrazole NC1=C(N(N=C1NCCC1=NC(=CC=C1)CO)C)C